[Cu].[Sn].[Al] Aluminum-tin-copper